ClC=1C(=NC(=NC1)NC1CCN(CC1)C(=O)OC(C)(C)C)C1=CC(=CC=C1)N1C(C=CC=C1)=O tert-butyl 4-[[5-chloro-4-[3-(2-oxo-1-pyridyl)phenyl]pyrimidin-2-yl]amino]piperidine-1-carboxylate